C(C)[C@H]1[C@H]([C@@H]1C=1C=NN(C1)C)C(=O)NC=1N=CC2=CC(=C(C=C2C1)N1CC[NH+](CC1)[C@]1(COCC1)C)C (1R,2R,3R)-2-ethyl-N-[7-methyl-6-[4-((R)-3-methyltetrahydrofuran-3-yl)piperazin-4-ium-1-yl]-3-isoquinolyl]-3-(1-methylpyrazol-4-yl)cyclopropanecarboxamide